6-(benzyloxy)-2-(2-chloro-4-methylpyridin-3-yl)-7-fluoro-4-isopropylisoquinolin-1(2H)-one C(C1=CC=CC=C1)OC=1C=C2C(=CN(C(C2=CC1F)=O)C=1C(=NC=CC1C)Cl)C(C)C